C(C)C=1C(C2=C(C=CC(=C2C(C1CC1=NC(=CC=C1)OC)=O)F)F)=O 2-ethyl-5,8-difluoro-3-((6-methoxypyridin-2-yl)methyl)naphthalene-1,4-dione